NC=1C=CC(=C(C(=O)NC(C2CCOCC2)C2=CC=CC3=CC=CC=C23)C1)C 5-Amino-2-methyl-N-(naphthalen-1-yl(tetrahydro-2H-pyran-4-yl)methyl)benzamide